6H,7H-pyrrolo[1,2-c]pyrimidine-1,3,5-trione C1(NC(C=C2N1CCC2=O)=O)=O